(4,5,6,7-tetrahydro-1H-pyrazolo[3,4-c]pyridin-3-yl)methanone N1N=C(C2=C1CNCC2)C=O